CCCCCCCCCCCCCCCCC(=O)O[C@H](CO/C=C\CCCCCCCCCCCCCC)COP(=O)([O-])OCC[N+](C)(C)C 1-(1Z-hexadecenyl)-2-heptadecanoyl-glycero-3-phosphocholine